(S)-2-cyclopropyl-6-[1-(2-fluoro-6-methyl-phenyl)-piperidin-4-yl]-7-methyl-4-(2-trifluoromethyl-benzyl)-2,4,6,7-tetrahydro-pyrazolo[4,3-d]pyrimidin-5-one C1(CC1)N1N=C2C(N(C(N([C@H]2C)C2CCN(CC2)C2=C(C=CC=C2C)F)=O)CC2=C(C=CC=C2)C(F)(F)F)=C1